C(C1=CC=CC=C1)NC(=O)C=1SC(N2C1NC(C1=CC=CC=C21)=O)=S N-benzyl-5-oxo-1-thioxo-4,5-dihydro-1H-thiazolo[3,4-a]quinazoline-3-Carboxamide